CC1CC2=C(NC3=CC=CC=C23)C(N1)C=1C=NC(=CC1)OC1CN(C1)CCC 3-methyl-1-(6-((1-propylazetidin-3-yl)oxy)pyridin-3-yl)-2,3,4,9-tetrahydro-1H-pyrido[3,4-b]Indole